[N-](S(=O)(=O)C(F)(F)F)S(=O)(=O)C(F)(F)F.C(C)[P+](CCCCCCCC)(CC)CC Triethyl(octyl)phosphonium bis(trifluoromethanesulfonyl)imide